C(#N)N[C@@H]1C[C@H](CC1)C(=O)NC=1SC(=CN1)C1CCCCC1 (1S,3S)-3-(cyanoamino)-N-(5-cyclohexyl-1,3-thiazol-2-yl)cyclopentane-1-carboxamide